C(=C)C1=CC=C(C)C=C1 4-vinyltoluene